[Br-].[Br-].C[SiH](C)[Zr+2](C1(C(=CC=C1)CC)CC)C1(C(=CC=C1)CC)CC dimethylsilyl-bis(diethylcyclopentadienyl)zirconium dibromide